N-(2-Methoxy-5-((4-(trifluoromethyl)pyridin-2-yl)oxy)phenyl)-3-methyl-2-oxoimidazolidine-4-carboxamide COC1=C(C=C(C=C1)OC1=NC=CC(=C1)C(F)(F)F)NC(=O)C1N(C(NC1)=O)C